FC1CC=2C(=C3C(=CC2C1)CC3)NC(=O)N=S(=O)(N)C=3C=NN1C3OCC(C1)(C)C N'-((5-fluoro-2,4,5,6-tetrahydro-1H-cyclobuta[f]inden-3-yl)carbamoyl)-6,6-dimethyl-6,7-dihydro-5H-pyrazolo[5,1-b][1,3]oxazine-3-sulfonimidamide